CNC1=CC=C(C=C1)C=CC1=CC=C(C=C1)O 4-methylamino-4'-hydroxystilbene